C(C1=CC=CC=C1)S(=O)(C)=NC=1C=CC(=NC1)N1N=CN=C1[C@H](C)NC(C1=CC(=CC(=C1)C(F)(F)F)C(F)(F)F)=O N-((1S)-1-(1-(5-((benzyl(methyl)(oxo)-λ6-sulfaneylidene)amino)pyridin-2-yl)-1H-1,2,4-triazol-5-yl)ethyl)-3,5-bis(trifluoromethyl)benzamide